N[C@H]1CS(C2=C(N(C1=O)CC=1C=NC(=CC1)OC1=CC=CC=C1)C=C(C(=C2)F)C2=NOC(=N2)C(C)(S(=O)(=O)C)C)(=O)=O (3R)-3-amino-8-fluoro-7-[5-(1-methyl-1-methylsulfonyl-ethyl)-1,2,4-oxadiazol-3-yl]-1,1-dioxo-5-[(6-phenoxy-3-pyridinyl)methyl]-2,3-dihydro-1λ6,5-benzothiazepine-4-One